N-(4-(3-(4-chlorobenzyl)ureido)benzyl)acetamide ClC1=CC=C(CNC(NC2=CC=C(CNC(C)=O)C=C2)=O)C=C1